NC=1C2=C(N=CN1)N(C=C2Br)[C@H]2C[C@@H]([C@H](O2)C(=O)NC2=CC=C1C=CC(=NC1=C2)N(C)CC2=C(C=C(C=C2)OC)OC)O[Si](C)(C)C(C)(C)C (2S,3S,5R)-5-{4-Amino-5-bromo-7H-pyrrolo[2,3-d]pyrimidin-7-yl}-3-[(tert-butyldimethylsilyl)oxy]-N-(2-{[(2,4-dimethoxyphenyl)methyl](methyl)amino}quinolin-7-yl)oxolane-2-carboxamide